C(C)(=O)OCCN1C[C@@H](CCC1)NC=1N=NC(=C(C1)C)C1=C(C=C(C=C1)C=O)OCOCC (R)-2-(3-((6-(2-(ethoxymethoxy)-4-formylphenyl)-5-methylpyridazin-3-yl)amino)piperidin-1-yl)ethyl acetate